OCC=1C(=NC=CC1C1=CN(C(C(=C1)NC1=NC=C(C=C1)C(=O)N1CCOCC1)=O)C)N1C(C=2N(C=3CCCCC3C2)CC1)=O 2-{3'-Hydroxymethyl-1-methyl-5-[5-(morpholine-4-carbonyl)-pyridin-2-ylamino]-6-oxo-1,6-dihydro-[3,4']bipyridinyl-2'-yl}-3,4,6,7,8,9-hexahydro-2H-pyrazino[1,2-a]indol-1-one